C(C)(C)(C)OC(=O)N1CCC(CC1)CCOS(=O)(=O)C 4-(2-((methanesulfonyl)oxy)ethyl)piperidine-1-carboxylic acid tert-butyl ester